N,N-dimethyl-m-iodoaniline CN(C1=CC(=CC=C1)I)C